CC1=C(C=C(C=C1)NC(=O)C1CN(C1)CC(F)(F)F)C1=NC=CC=C1 N-(4-methyl-3-pyridin-2-ylphenyl)-1-(2,2,2-trifluoroethyl)azetidine-3-carboxamide